BrC=1C=C2C(=C(C=NC2=CC1)C#N)NC(C)C1=CC=CC=C1 6-bromo-4-(1-phenylethylamino)quinoline-3-carbonitrile